C(=O)(OCC1C2=CC=CC=C2C2=CC=CC=C12)N[C@H](CCCCN)C(=O)O Fmoc-D-Lysine